COC1=C2C=CC(OC2=CC=C1C=O)(C)C 5-methoxy-2,2-dimethyl-2H-chromene-6-carbaldehyde